FC1(CCC(CC1)N1N=C(C(=C1)C(=O)OCC1=CC=CC=C1)C=1C(=NC(=CC1)F)F)F Benzyl 1-(4,4-difluorocyclohexyl)-3-(2,6-difluoropyridin-3-yl)pyrazole-4-carboxylate